NC1=C(C=CC(=C1F)C(=O)OC)SC[C@@H](C(=O)O)NC(=O)OC(C)(C)C (2R)-3-(2-amino-3-fluoro-4-methoxycarbonyl-phenyl)thio-2-(tert-butoxycarbonylamino)propionic acid